C(CC)N1NC(CC12CCN(CC2)C(=O)OC(C)(C)C)=O tert-Butyl 1-propyl-3-oxo-1,2,8-triazaspiro[4.5]decane-8-carboxylate